FC=1C(=C(C(=C(C1F)F)F)C(C(F)(F)F)(F)F)C(C(C(C(C(C(C(C(C(F)(F)F)(F)F)(F)F)(F)F)(F)F)(F)F)(F)F)(F)F)(F)F perfluorononyl-ethylbenzene